tert-butyl N-[6,7-dichloro-2-methyl-1-oxo-10-(1-tetrahydropyran-2-ylpyrazol-4-yl)-3,4-dihydropyrazino[1,2-a]indol-9-yl]-N-ethyl-carbamate ClC1=C(C=C(C=2C(=C3N(C12)CCN(C3=O)C)C=3C=NN(C3)C3OCCCC3)N(C(OC(C)(C)C)=O)CC)Cl